C(C)C1=NN2C(C=CC(=C2)COC2=CC=CC(=N2)C2=CCN(C=C2)CC2=NC3=C(N2C[C@H]2OCC2)C=C(C=C3)C(=O)[O-])=C1 (S)-2-((4-(6-((2-ethylpyrazolo[1,5-a]pyridin-6-yl)methoxy)pyridin-2-yl)pyridine-1-yl)methyl)-1-((oxetan-2-yl)methyl)-1H-benzo[d]imidazole-6-carboxylate